NC=1C(=NC(=CC1)C(F)(F)F)C=O 3-AMINO-6-TRIFLUOROMETHYL-PYRIDINE-2-CARBALDEHYDE